[Cu].ClC1=C(C(=C(C(=C1O)Cl)Cl)Cl)Cl pentachlorophenol copper salt